OC1CC(CCC1NC)C(=O)N(C)OC 3-hydroxy-N-methoxy-N-methyl-4-(methylamino)cyclohexane-1-carboxamide